2-[(4R)-4-deutero-4-[[6-oxo-5-(trifluoromethyl)-1H-pyridazin-4-yl]amino]pentyl]-7,8-difluoro-6-[5-(trifluoromethyl)pyrimidin-2-yl]isoquinolin-1-one [2H][C@](CCCN1C(C2=C(C(=C(C=C2C=C1)C1=NC=C(C=N1)C(F)(F)F)F)F)=O)(C)NC=1C=NNC(C1C(F)(F)F)=O